[4-(4-fluorophenyl)-1H-pyrazole-1-carbonyl]-6-methyl-N-(1-methylcyclopropyl)furo[2,3-d]pyrimidin-4-amine FC1=CC=C(C=C1)C=1C=NN(C1)C(=O)C=1N=C(C2=C(N1)OC(=C2)C)NC2(CC2)C